cis-2-(3-(7-bromo-6-chloro-4-oxoquinazolin-3(4H)-yl)-2-oxopropyl)piperidin-3-yl ((4-((3-((2,3-dihydro-1H-inden-2-yl)carbamoyl)pyrazin-2-yl)carbamoyl)piperazin-1-yl)sulfonyl)carbamate C1C(CC2=CC=CC=C12)NC(=O)C=1C(=NC=CN1)NC(=O)N1CCN(CC1)S(=O)(=O)NC(O[C@@H]1[C@@H](NCCC1)CC(CN1C=NC2=CC(=C(C=C2C1=O)Cl)Br)=O)=O